2-Methylen-4-phenyl-1,3-dioxolan C=C1OCC(O1)C1=CC=CC=C1